Cl.ClC1=CC2=C([C@@]3(OCC2O)C[C@H](NCC3)C=3N=NN(C3)C)S1 (2S,4S)-2'-chloro-2-(1-methyl-1H-1,2,3-triazol-4-yl)-4',5'-dihydrospiro[piperidine-4,7'-thieno[2,3-c]pyran]-4'-ol hydrochloride